FC1(CC2COCC(C1)N2C(=O)C=2C=C1N=C(C=NC1=CC2)C2=CC=1C(N=C2)=NN(C1)C)F (7,7-difluoro-3-oxa-9-azabicyclo[3.3.1]nonan-9-yl)(3-(2-methyl-2H-pyrazolo[3,4-b]pyridin-5-yl)-6-quinoxalinyl)methanone